ClC=1SC2=C(N1)C=C(C=C2)CNC2CCC(CC2)(F)F N-((2-chlorobenzo[d]thiazol-5-yl)methyl)-4,4-difluorocyclohexan-1-amine